C[C@@H]1N(CCNC1)C(=O)C1=CC=C2CCC3(C2=C1)CCC(CC3)C(=O)[O-] 6'-[(2s)-2-methylpiperazine-1-carbonyl]-2',3'-dihydrospiro[cyclohexane-1,1'-indene]-4-carboxylate